COC=1C=C(C=CC1)[Mg]Br 3-(methoxy)phenylmagnesium bromide